NC=1N(C=CN1)CCC[C@](C(=O)N[C@H](C(=O)NC)[C@H](CC)C)(C)NC(OCC1C2=CC=CC=C2C=2C=CC=CC12)=O (9H-fluoren-9-yl)methyl ((S)-5-(2-amino-1H-imidazol-1-yl)-2-methyl-1-(((2S,3S)-3-methyl-1-(methylamino)-1-oxopentan-2-yl)amino)-1-oxopentan-2-yl)carbamate